FC1=CN(C=2N=C(N=C(C21)O)C2=CC(CC2)=O)C 3-(5-fluoro-4-hydroxy-7-methyl-7H-pyrrolo[2,3-d]pyrimidin-2-yl)cyclopent-2-en-1-one